FC1=CC(=CC(=C1)OC1=CC(=CC=C1)C(F)(F)F)[N+](=O)[O-] 1-fluoro-3-nitro-5-(3-(trifluoromethyl)phenoxy)benzene